CC1=C(NNC1=O)C(=O)O 4-METHYL-5-OXO-2,5-DIHYDRO-1H-PYRAZOLE-3-CARBOXYLIC ACID